3-hydroxy-8-(oxetan-3-yloxy)-6H-benzo[c]chromen-6-one OC1=CC=C2C3=C(C(OC2=C1)=O)C=C(C=C3)OC3COC3